methyl-5-(2-(dimethylamino)ethyl)pyridin-2(1H)-one CN1C(C=CC(=C1)CCN(C)C)=O